1-((2-(trimethylsilyl) ethoxy) methyl)-1H-1,2,4-triazole-3-carboxylate C[Si](CCOCN1N=C(N=C1)C(=O)[O-])(C)C